C1(=CCCC=CCCC=CCC1)C(CC)O 1-(cyclododeca-1,5,9-trien-1-yl)propan-1-ol